8'-methyl-2',3'-dihydrospiro[oxetane-3,4'-pyrido[2,3-b][1,4,5]oxathiazepine] 1',1'-dioxide CC1=CC2=C(OC3(CNS2(=O)=O)COC3)N=C1